N-(5-cyano-4-((2-methoxyethyl)amino)pyridin-2-yl)-5-formyl-1H-pyrazolo[1,5-a]pyrimidine-3-Formamide C(#N)C=1C(=CC(=NC1)NC(=O)C=1CNN2C1N=C(C=C2)C=O)NCCOC